C(C)[Si](OC(COC)C)(OC(COC)C)OC(COC)C 6-ethyl-6-(2-methoxy-1-methylethoxy)-4,8-dimethyl-2,5,7,10-tetraoxa-6-silaundecane